ClC=1C=C(C=2CCC(C2C1)O)S(=O)(=O)NC=1C(=C(C(=CC1)F)C=1C=C2C=NC(=NC2=C(C1)OC)NC1CN(CCC1)C(=O)OC(C)(C)C)F tert-butyl 3-({6-[3-(6-chloro-1-hydroxy-2,3-dihydro-1H-indene-4-sulfonamido)-2,6-difluorophenyl]-8-methoxyquinazolin-2-yl}amino)piperidine-1-carboxylate